1-(((5s,7s)-7-methyl-2-oxo-3-(4-(trifluoromethyl)pyridin-3-yl)-1-oxa-3-azaspiro[4.5]decan-7-yl)methyl)-1H-benzo[d]imidazole-6-carbonitrile C[C@]1(C[C@]2(CN(C(O2)=O)C=2C=NC=CC2C(F)(F)F)CCC1)CN1C=NC2=C1C=C(C=C2)C#N